2-(2-(2-((tert-Butoxycarbonyl)(3-chloro-4-(trifluoromethoxy)benzyl)amino)ethyl)oxazol-5-yl)acetic acid C(C)(C)(C)OC(=O)N(CCC=1OC(=CN1)CC(=O)O)CC1=CC(=C(C=C1)OC(F)(F)F)Cl